cyclohexylphenyl-iodonium hexafluoroantimonate F[Sb-](F)(F)(F)(F)F.C1(CCCCC1)[I+]C1=CC=CC=C1